(S)-4-(2-(4-methylthiazol-2-yl)-2-pivaloylaminoethyl)phenylaminosulfonic acid CC=1N=C(SC1)[C@H](CC1=CC=C(C=C1)NS(=O)(=O)O)NC(C(C)(C)C)=O